iron-copper-silver [Ag].[Cu].[Fe]